methyl 4-(2,2-difluorocyclopropyl)-2,4-dioxobutanoate FC1(C(C1)C(CC(C(=O)OC)=O)=O)F